NC1CC(C1)NS(=O)(=O)C=1N=C(NC1)C(C1=CC(=C(C=C1)F)F)C1=CC(=C(C=C1)F)Cl N-(3-aminocyclobutyl)-2-((3-chloro-4-fluorophenyl)(3,4-difluoro-phenyl)methyl)-1H-imidazole-4-sulfonamide